OC(C(=O)SCCNC(CCNC([C@@H](C(COP(OP(OC[C@@H]1[C@H]([C@H]([C@@H](O1)N1C=NC=2C(N)=NC=NC12)O)OP(=O)(O)O)(=O)O)(=O)O)(C)C)O)=O)=O)(CCC(=O)O)C Hydroxyl-methylglutaryl-Coenzyme A